CC1=NC2=CC=CC(=C2C(N1C1C(NC(CC1)=O)=O)=O)NCCCCCN1CCN(CCC1)C 3-(2-methyl-5-((5-(4-methyl-1,4-diazepan-1-yl)pentyl)amino)-4-oxoquinazolin-3(4H)-yl)piperidine-2,6-dione